1-(endo-3-((7-Methoxy-4-((3-methyl-4-((1-methyl-1H-benzo[d]imidazol-5-yl)oxy)phenyl)amino)-quinazolin-6-yl)oxy)-8-azabicyclo[3.2.1]octan-8-yl)prop-2-en-1-one COC1=C(C=C2C(=NC=NC2=C1)NC1=CC(=C(C=C1)OC1=CC2=C(N(C=N2)C)C=C1)C)OC1CC2CCC(C1)N2C(C=C)=O